11,12-epoxy-eicosatrienoic acid C(C=CC=CC=CCCCC1C(CCCCCCCC)O1)(=O)O